4-Methoxy-N-(1-(4-(methylsulfinyl)phenyl)piperidin-4-yl)-N-(4-(trifluoromethyl)phenyl)pyridin-3-amine COC1=C(C=NC=C1)N(C1=CC=C(C=C1)C(F)(F)F)C1CCN(CC1)C1=CC=C(C=C1)S(=O)C